5-fluoro-1-(indol-1-yl)-3-(methylsulfonyl)-5,6-dihydro-4H-cyclopenta[c]thiophen-4-one FC1C(C=2C(=C(SC2S(=O)(=O)C)N2C=CC3=CC=CC=C23)C1)=O